OCC1CC(C1)O (1r,3r)-3-(hydroxymethyl)cyclobutan-1-ol